cyclobutyl-pyrimidin-4-amine C1(CCC1)C1=NC=CC(=N1)N